CC1=NN=C(S1)C=1C=C2C=C(N=CC2=CC1)NC(=O)[C@@H]1OCCC1 (R)-N-(6-(5-methyl-1,3,4-thiadiazol-2-yl)isoquinolin-3-yl)tetrahydrofuran-2-carboxamide